CC1=NC=2CCN(C(C2C=C1C(=O)OCC)=O)CCNC1=NC=CC2=CC=C(C=C12)C1=NOC(=N1)C Ethyl 2-methyl-6-(2-{[7-(5-methyl-1,2,4-oxadiazol-3-yl)isoquinolin-1-yl]amino}ethyl)-5-oxo-5,6,7,8-tetrahydro-1,6-naphthyridine-3-carboxylate